dimethyl-meta-isopropenyl-benzyl alcohol isocyanate [N-]=C=O.CC(C1=CC(=CC=C1)C(=C)C)(C)O